5-{2-[2-(5-chlorothiophene-2-sulfonamido)phenyl]ethynyl}pyridine-2-carboxylic acid ClC1=CC=C(S1)S(=O)(=O)NC1=C(C=CC=C1)C#CC=1C=CC(=NC1)C(=O)O